N-(2-(4-(Dimethylamino)piperidin-1-yl)-5-(5-fluoro-4-(1-methyl-1H-pyrazol-4-yl)pyrimidin-2-ylamino)-4-methyl-oxyphenyl)acrylamide maleate C(\C=C/C(=O)O)(=O)O.CN(C1CCN(CC1)C1=C(C=C(C(=C1)OC)NC1=NC=C(C(=N1)C=1C=NN(C1)C)F)NC(C=C)=O)C